3-{3-[1-(4-Amino-3-methyl-1H-pyrazolo[3,4-d]pyrimidin-1-yl)ethyl]-5-chloro-6-cyano-2-ethoxyphenyl}-N-ethylazetidine NC1=C2C(=NC=N1)N(N=C2C)C(C)C=2C(=C(C(=C(C2)Cl)C#N)C2CN(C2)CC)OCC